NC=1C2=C(N=C(N1)Cl)N(C=C2)C2C(C(C(C2)C2=CC(=CC=C2)OC(F)F)O)O 3-{4-amino-2-chloropyrrolo[2,3-d]pyrimidin-7-yl}-5-[3-(difluoromethoxy)phenyl]cyclopentane-1,2-diol